4-(2,6-diazaspiro[3.5]nonan-6-yl)-3-pyridazin-4-yl-1H-pyrrolo[2,3-b]pyridine C1NCC12CN(CCC2)C2=C1C(=NC=C2)NC=C1C1=CN=NC=C1